2-methyl-5-isopropylcyclohexa-1,3-diene CC1=CCC(C=C1)C(C)C